3-(difluoromethyl)-1-(fluoromethyl)-1H-pyrazole-4-carboxamide FC(C1=NN(C=C1C(=O)N)CF)F